[rac-(1R,3R)-3-aminocyclopentyl] 6-[5-(6-methyl-2-pyridyl)-1H-imidazol-4-yl]quinoline-3-carboxylate CC1=CC=CC(=N1)C1=C(N=CN1)C=1C=C2C=C(C=NC2=CC1)C(=O)O[C@H]1C[C@@H](CC1)N |r|